(R)-menthol [C@@H]1(CC(C(CC1)C(C)C)O)C